1-[2,4-dichloro-5-(1,1,2,2-tetrafluoroethoxy)phenyl]-3-[(1R)-1-(3-pyrimidin-2-ylpyrazin-2-yl)ethyl]urea ClC1=C(C=C(C(=C1)Cl)OC(C(F)F)(F)F)NC(=O)N[C@H](C)C1=NC=CN=C1C1=NC=CC=N1